cobalt 5,10,15,20-tetra(4-aminophenyl)porphyrin NC1=CC=C(C=C1)C=1C2=CC=C(N2)C(=C2C=CC(C(=C3C=CC(=C(C=4C=CC1N4)C4=CC=C(C=C4)N)N3)C3=CC=C(C=C3)N)=N2)C2=CC=C(C=C2)N.[Co]